N=1C=CN2C1CC(CC2)OCC21CC(C2)(C1)CNC=1C=2C=CN=C(C2C=CC1)N N5-((3-(((5,6,7,8-tetrahydroimidazo[1,2-a]pyridin-7-yl)oxy)methyl)bicyclo[1.1.1]pentan-1-yl)methyl)isoquinoline-1,5-diamine